1-ethoxy-4-[2-methyl-1-[(3-phenoxyphenyl)methoxy]propan-2-yl]benzene C(C)OC1=CC=C(C=C1)C(COCC1=CC(=CC=C1)OC1=CC=CC=C1)(C)C